(R)-methyl 1-(4-fluorophenyl)-6-((1-methyl-1H-1,2,3-triazol-5-yl)sulfonyl)-4,4a,5,6,7,8-hexahydro-1H-pyrazolo[3,4-g]isoquinoline-4a-carboxylate FC1=CC=C(C=C1)N1N=CC2=C1C=C1CCN(C[C@]1(C2)C(=O)OC)S(=O)(=O)C2=CN=NN2C